NC(CO)(CO)C=1N=NN(C1)CCCC (E)-2-amino-2-(1-butyl-1H-1,2,3-triazol-4-yl)propane-1,3-diol